(2S,4R)-5-(3-amino-4-hydroxyphenyl)-4-((tert-butoxycarbonyl)-amino)-2-methylpentanoic acid NC=1C=C(C=CC1O)C[C@@H](C[C@@H](C(=O)O)C)NC(=O)OC(C)(C)C